ClC=1C=C(C=CC1OCC1=NC=CC=C1)NC=1C2=C(N=CN1)NC=C2C2CCN(CC2)C(\C=C\CN(C)C)=O (E)-1-(4-(4-((3-chloro-4-(pyridin-2-ylmethoxy)phenyl)amino)-7H-pyrrolo[2,3-d]pyrimidin-5-yl)piperidin-1-yl)-4-(dimethylamino)but-2-en-1-one